6-(2-(((1r,4r)-4-cyano-4-methylcyclohexyl)amino)-4-methoxypyrrolo[2,1-f][1,2,4]triazin-5-yl)-N-methylimidazo[1,2-a]pyridine-3-carboxamide C(#N)C1(CCC(CC1)NC1=NN2C(C(=N1)OC)=C(C=C2)C=2C=CC=1N(C2)C(=CN1)C(=O)NC)C